C(C)(C)C1=C(NC=2C1=NC(=CC2)OC2CCC(CC2)N(CCC)CCC)C=2C=C(C=1N(C2)N=CN1)OC 4-((3-isopropyl-2-(8-methoxy-[1,2,4]triazolo[1,5-a]pyridin-6-yl)-1H-pyrrolo[3,2-b]pyridin-5-yl)oxy)-N,N-dipropylcyclohexan-1-amine